[P].C(C)PCC.C(C)PCC.C(C)PCC.C(C)PCC tetrakisdiethylphosphine Phosphorus